3-chloro-N'-methyl-pyrazine-2-carbohydrazide ClC=1C(=NC=CN1)C(=O)NNC